N-FURFURYL-PYRROLE C(C1=CC=CO1)N1C=CC=C1